ClC1=C(C=C(C(=N1)OC)NS(=O)(=O)C1=CNC2=NC(=CC=C21)C(F)F)F N-(6-Chloro-5-fluoro-2-methoxypyridin-3-yl)-6-(difluoromethyl)-1H-pyrrolo[2,3-b]pyridin-3-sulfonamid